C(#N)C1=CC=C(C2=C1CCO2)OC(=O)C2=C(NC1=C(C=NC(=C1C2)OC(F)(F)F)C)C.C(=O)(OC(C)(C)C)N[C@@H]2CNC[C@H]2OC trans-3-(boc-amino)-4-methoxypyrrolidine 4-cyano-2,3-dihydrobenzofuran-7-yl-2,8-dimethyl-5-trifluoromethoxy-1,4-dihydro-1,6-naphthyridine-3-carboxylate